C(C)(C)(C)OC(=O)NCCC=1OC(=CN1)C(=O)O 2-(2-{[(tert-butoxy)carbonyl]amino}ethyl)-1,3-oxazole-5-carboxylic acid